NCCOCCOCCOCCOCCOCCC(=O)O 18-amino-4,7,10,13,16-pentaoxaoctadecanoic acid